CCCCCC(=O)SCCNC(=O)CCNC(=O)[C@@H](C(C)(C)COP(=O)(O)O)O The molecule is an S-acyl-4'-phosphopantetheine obtained by formal condensation of the thiol group of D-pantetheine 4'-phosphate with the carboxy group of hexanoic acid. It has a role as a mouse metabolite. It derives from a hexanoic acid. It is a conjugate acid of a S-hexanoyl-4'-phosphopantetheine(2-).